ClC1=CC=C(C=C1)C1=C(CCC(C1)(C)C)CN1CCN(CC1)C1=CC(=C(C(=O)NS(=O)(=O)C2=CC(=C(C=C2)OCC2NCCOC2)[N+](=O)[O-])C=C1)OC=1C=C2C(=NC1)NC=C2 4-(4-{[2-(4-chlorophenyl)-4,4-dimethylcyclohex-1-en-1-yl]methyl}piperazin-1-yl)-N-{[4-(morpholin-3-ylmethoxy)-3-nitrophenyl]sulfonyl}-2-(1H-pyrrolo[2,3-b]pyridin-5-yloxy)benzamide